3-Pyridin-4-yl-quinolin-7-ol N1=CC=C(C=C1)C=1C=NC2=CC(=CC=C2C1)O